(4-(6-(6-((6-methoxypyridin-3-yl)methyl)-3,6-diazabicyclo[3.1.1]heptan-3-yl)pyridin-3-yl)-1H-pyrazolo[3',4':3,4]pyrazolo[1,5-a]pyridin-6-yl)dimethylphosphine oxide COC1=CC=C(C=N1)CN1C2CN(CC1C2)C2=CC=C(C=N2)C=2C=1N(C=C(C2)P(C)(C)=O)N=C2C1C=NN2